O[C@H](COC1=C(C=CC=C1)S(=O)(=O)N)CNC1COC2(C1)CCN(CC2)S(=O)(=O)C2=CC1=CC=CC=C1C=C2 ((2S)-2-hydroxy-3-(8-(naphthalen-2-ylsulfonyl)-1-oxa-8-azaspiro[4.5]dec-3-ylamino)propoxy)benzenesulfonamide